rac-3-(isoquinolin-4-yl)-2-oxo-1-(1-((2-(trimethylsilyl)ethoxy)methyl)-1H-indazol-7-yl)imidazolidine-4-carbonitrile C1=NC=C(C2=CC=CC=C12)N1C(N(C[C@@H]1C#N)C=1C=CC=C2C=NN(C12)COCC[Si](C)(C)C)=O |r|